3'-methoxykaempferol COC=1C=C(C=2OC=3C=C(C=C(C3C(C2O)=O)O)O)C=CC1O